ClC1=CC=CC2=C1NC(=N2)C(=O)N2[C@H](C=1C=CC=NC1CC2)C(C)C (S)-(7-Chloro-1H-benzo[d]imidazol-2-yl)(5-isopropyl-7,8-dihydro-1,6-naphthyridin-6(5H)-yl)methanone